C(NC1=C(C=CC=C1C(C)C)C(C)C)NC1=C(C=CC=C1C(C)C)C(C)C methylene-bis(2,6-diisopropylaniline)